COC1=CC=C(CN(C2=CC(=C(C(=N2)C2=C(C=C3C(=NC(=NC3=C2F)F)N2CC3CCC(C2)N3C(=O)OC(C)(C)C)Cl)I)C)CC3=CC=C(C=C3)OC)C=C1 tert-butyl 3-(7-(6-(bis(4-methoxybenzyl)amino)-3-iodo-4-methylpyridin-2-yl)-6-chloro-2,8-difluoroquinazolin-4-yl)-3,8-diazabicyclo[3.2.1]octane-8-carboxylate